C(#N)C1=CNC2=C(C=CC(=C12)C)NS(=O)(=O)C=1C=NN(C1)S(=O)(=O)CF N-(3-cyano-4-methyl-1H-indol-7-yl)-1-(fluoromethylsulfonyl)pyrazole-4-sulfonamide